N-(imidazo[1,2-a]pyridin-7-yl)-2-((2R,5S)-5-methyl-2-(2-(1-methyl-1,2,3,6-tetrahydropyridin-4-yl)benzo[d]thiazol-5-yl)piperidin-1-yl)-2-oxoacetamide N=1C=CN2C1C=C(C=C2)NC(C(=O)N2[C@H](CC[C@@H](C2)C)C=2C=CC1=C(N=C(S1)C=1CCN(CC1)C)C2)=O